[N+](=O)([O-])C1=C(CCC(=O)N)C=CC=C1 o-nitrobenzylacetamide